NC1=C(C=CC=C1C(F)(F)F)/C=C/C(=O)OCC ethyl (E)-3-[2-amino-3-(trifluoromethyl) phenyl]prop-2-enoate